C(OC1(CC1)C(=O)N1CCN(CC1)C=1C=2N(C=C(C1)S(=O)(=O)NC1(CC1)C)C(=NC2)C=2SC(=NN2)C(F)(F)F)([2H])([2H])[2H] 8-(4-(1-(methoxy-d3)cyclopropane-1-carbonyl)piperazin-1-yl)-N-(1-methylcyclopropyl)-3-(5-(trifluoromethyl)-1,3,4-thiadiazol-2-yl)imidazo[1,5-a]pyridine-6-sulfonamide